OCC1=CC[C@H]2[C@@H]1[C@@H](OC=C2C(=O)OC(C)(C)C)O[C@@H]2O[C@@H]([C@H]([C@@H]([C@H]2O)O)O)CO tert-butyl (1S,4aS,7aS)-7-(hydroxymethyl)-1-(((2S,3R,4S,5S,6R)-3,4,5-trihydroxy-6-(hydroxymethyl) tetrahydro-2H-pyran-2-yl) oxy)-1,4a,5,7a-tetrahydrocyclopenta[c]pyran-4-carboxylate